methyl 6-nitro-2-(trifluoromethyl)benzo[d]thiazole-5-carboxylate [N+](=O)([O-])C1=CC2=C(N=C(S2)C(F)(F)F)C=C1C(=O)OC